5,10,15,20-tetraphenyl-21H,23H-porphinetetrasulfonate C1(=CC=CC=C1)C1(C2C(=C(C(N2)=C(C=2C=CC(=C(C3=CC=C(C(=C4C=C(C1=N4)S(=O)(=O)[O-])C4=CC=CC=C4)N3)C3=CC=CC=C3)N2)C2=CC=CC=C2)S(=O)(=O)[O-])S(=O)(=O)[O-])S(=O)(=O)[O-]